(3-fluoro-10,11-dihydrobenzo[6,7]oxepino[3,2-b]pyridin-10-yl)methanol FC=1C=C2C(=NC1)CC(C1=C(O2)C=CC=C1)CO